racemic-3-hydroxyisobutyric acid OC[C@H](C(=O)O)C |r|